CN([C@@H](C(C)C)C(=O)O)CC1=C(C=CC=C1)[N+](=O)[O-] methyl-(2-nitrobenzyl)-L-valine